C[C@H]1CN(CCN1C)C=1C=C(C=2N(C(C=C(N2)C2=NN3C(C(=NC(=C3)C)CC)=C2)=O)C1)C 7-[(3S)-3,4-dimethylpiperazin-1-yl]-2-(4-ethyl-6-methylpyrazolo[1,5-a]pyrazin-2-yl)-9-methyl-4H-pyrido[1,2-a]pyrimidin-4-one